(4-methoxyphenyl)-3-azabicyclo[3.1.0]Hexane COC1=CC=C(C=C1)C12CNCC2C1